ClC=1C(=NC=CC1C1=NC(=C(C=C1)CO)OC)C=1C(=C(C=CC1)NC(=O)C1=CC=C(C=N1)CN(C(OC(C)(C)C)=O)C[C@H]1OCC1)C tert-butyl (S)-((6-((3-(3'-chloro-5-(hydroxymethyl)-6-methoxy-[2,4'-bipyridin]-2'-yl)-2-methylphenyl)carbamoyl)pyridin-3-yl)methyl)(oxetan-2-ylmethyl)carbamate